COC=1C=C(CN(C=2SC=C(N2)COCCN2CCOCC2)CC2=CC=C(C=C2)N2CCN(CC2)C)C=CC1 N-(3-methoxybenzyl)-N-(4-(4-methylpiperazin-1-yl)benzyl)-4-((2-morpholinoethoxy)methyl)thiazol-2-amine